CC1=C(C(=CC=C1)C)C1=CC2=C(N=C(S2)NC(=O)C2C(C2)F)C=C1 N-(6-(2,6-dimethylphenyl)benzo[d]thiazol-2-yl)-2-fluorocyclopropane-1-carboxamide